1-(4-(3-(benzo[d]oxazol-2-yl-thio)propoxy)phenyl)-3-(2-furyl)-2-propen-1-one O1C(=NC2=C1C=CC=C2)SCCCOC2=CC=C(C=C2)C(C=CC=2OC=CC2)=O